C(C1=CC=CC=C1)OC1=C(N(N=C1C)CC=O)C=1N=C(N(N1)CC1=CC=C(C=C1)OC)N1N=C(C=2C1=CN=C(C2)C)C(=O)NCC2=C(C=C(C=C2)OC)OC 1-[5-[4-benzyloxy-5-methyl-2-(2-oxoethyl)pyrazol-3-yl]-2-[(4-methoxyphenyl)methyl]-1,2,4-triazol-3-yl]-N-[(2,4-dimethoxyphenyl)methyl]-5-methyl-pyrazolo[3,4-c]pyridine-3-carboxamide